The molecule is a ceramide phosphoinositol compound having a tetracosanoyl group attached to the ceramide nitrogen, hydroxylation at C-4 of the long-chain base, and no additional hydroxylation of the very-long-chain fatty acid. It has a role as a Saccharomyces cerevisiae metabolite. It derives from a N-tetracosanoylphytosphingosine. It is a conjugate acid of an Ins-1-P-Cer(t18:0/24:0)(1-). CCCCCCCCCCCCCCCCCCCCCCCC(=O)N[C@@H](COP(=O)(O)OC1[C@@H]([C@H](C([C@H]([C@H]1O)O)O)O)O)[C@@H]([C@H](CCCCCCCCCCCCCC)O)O